4-(3-cyanobenzyloxy)-3-(pyridin-3-ylamino)benzo[d]isoxazole C(#N)C=1C=C(COC2=CC=CC3=C2C(=NO3)NC=3C=NC=CC3)C=CC1